ClC1=NC(=C2N=CN(C2=N1)CC1=CC=C(C(=O)O)C=C1)N(CC)CC 4-[2-chloro-6-(diethylamino)-9H-purinyl]methyl-benzoic acid